FC1=C(C(=CC=2CC[C@H](CC12)NCC=1N=NC=CC1)O)N1CC(NS1(=O)=O)=O 5-[(7R)-1-fluoro-3-hydroxy-7-{[(pyridazin-3-yl)methyl]amino}-5,6,7,8-tetrahydronaphthalen-2-yl]-1λ6,2,5-thiadiazolidine-1,1,3-trione